Nitrodopamine hydrogensulfate S(=O)(=O)(O)O.[N+](=O)([O-])NCCC1=CC(O)=C(O)C=C1